ClC1=NC(=C(C(=N1)C(=O)OC)Cl)N[C@H](COCC(CCl)O)C Methyl 2,5-dichloro-6-[(S)-2-(3-chloro-2-hydroxy-propoxy)-1-methyl-ethylamino]-pyrimidine-4-carboxylate